ClC1=NC=C(C(=C1)C1=CC(=NN1COCC[Si](C)(C)C)C(=O)N1C2(CC2)CCCC1)F 4-[5-(2-chloro-5-fluoropyridin-4-yl)-1-[[2-(trimethylsilyl)ethoxy]methyl]pyrazole-3-carbonyl]-4-azaspiro[2.5]octane